FC1=C(C=C2C=CC=NC2=C1)C#N 7-fluoroquinolin-6-carbonitrile